(5-(4-fluoro-2-(4-isopropylpyrimidin-5-yl)phenoxy)pyrimidin-4-yl)-N-(4-fluorobenzyl)-5-oxa-2-azaspiro[3.4]octan-7-amine FC1=CC(=C(OC=2C(=NC=NC2)C2NCC23OCC(C3)NCC3=CC=C(C=C3)F)C=C1)C=1C(=NC=NC1)C(C)C